1-(3-cyano-1-isopropyl-1H-indol-5-yl)-1H-pyrazole-4-carboxylic acid [4-(nitrooxy)]butyl ester [N+](=O)([O-])OCCCCOC(=O)C=1C=NN(C1)C=1C=C2C(=CN(C2=CC1)C(C)C)C#N